butyl 2-(5-((dibenzo[b,d]furan-2-ylmethyl)amino)-6-oxo-2-(1-((2-(trimethylsilyl)ethoxy)methyl)-1H-pyrazol-4-yl)pyrimidin-1(6H)-yl)acetate C1=C(C=CC=2OC3=C(C21)C=CC=C3)CNC3=CN=C(N(C3=O)CC(=O)OCCCC)C=3C=NN(C3)COCC[Si](C)(C)C